1,4-bis(o-tolyl)thiazole C1(=C(C=CC=C1)S1C=NC(=C1)C1=C(C=CC=C1)C)C